2-amino-N,N-didodecylacetamide NCC(=O)N(CCCCCCCCCCCC)CCCCCCCCCCCC